4-[4-(1,3-benzoxazol-2-yl)piperidin-1-yl]-8-fluoro-1-methyl-2-oxo-1,2-dihydroquinoline O1C(=NC2=C1C=CC=C2)C2CCN(CC2)C2=CC(N(C1=C(C=CC=C21)F)C)=O